P(SC1=CC=CC=C1)(OC1=CC=CC=C1)(=S)N diphenyl dithiophosphoramidate